8-(2,3-difluorobenzyl)-6-(3-(trifluoromethyl)-1H-1,2,4-triazol-5-yl)imidazo[1,2-a]pyrazine FC1=C(CC=2C=3N(C=C(N2)C2=NC(=NN2)C(F)(F)F)C=CN3)C=CC=C1F